N-(4-(hydrazinecarbonyl)benzyl)-N-phenylethane-1-sulfonamide N(N)C(=O)C1=CC=C(CN(S(=O)(=O)CC)C2=CC=CC=C2)C=C1